tert-butyl 4-[2-[2-[2-[2-[2-(2-azidoethoxy)ethoxy]ethoxy]ethoxy]ethyl-methyl-amino]-7-bromo-6-chloro-8-fluoro-quinazolin-4-yl]piperazine-1-carboxylate N(=[N+]=[N-])CCOCCOCCOCCOCCN(C1=NC2=C(C(=C(C=C2C(=N1)N1CCN(CC1)C(=O)OC(C)(C)C)Cl)Br)F)C